ClC=1C=C(C(=NC1)OC1=CC=C(C=C1)N1C(NCC1)=O)F 1-(4-((5-chloro-3-fluoropyridin-2-yl)oxy)phenyl)imidazolin-2-one